C1(=CC=CC=C1)P(C1=CC=CC=2NC3=CC=CC(=C3OC12)P(C1=CC=CC=C1)C1=CC=CC=C1)C1=CC=CC=C1 4,6-bis(diphenylphosphanyl)-10H-phenoxazine